BrC1=C(N(C(C(=C1)C(=O)NCC1=CC=C(C=C1)Cl)=O)CCO)C(=O)NCCN(S(=O)(=O)C)C 3-bromo-N5-(4-chlorobenzyl)-1-(2-hydroxyethyl)-N2-(2-(N-methyl-methyl-sulfonamido)ethyl)-6-oxo-1,6-dihydropyridine-2,5-dicarboxamide